1-(4-(4,4-dimethyl-2,5-dioxo-3-((2-oxo-2,3-dihydro-1H-pyrrolo[2,3-b]pyridin-4-yl)methyl)imidazolidin-1-yl)phenyl)-2,2-dimethylcyclopropane-1-carbonitrile CC1(N(C(N(C1=O)C1=CC=C(C=C1)C1(C(C1)(C)C)C#N)=O)CC1=C2C(=NC=C1)NC(C2)=O)C